N1(CCCCCC1)NC(C(C)N1N=CC(=C1)C1=CC(=CC=2C(C3=CC=CC=C3C12)(C(F)(F)F)O)F)=O N-(azepan-1-yl)-2-(4-(2-fluoro-9-hydroxy-9-(trifluoromethyl)-9H-fluoren-4-yl)-1H-pyrazol-1-yl)propanamide